Trans-2-(2-bromothiazol-4-yl)-N-(cyclopropylmethyl)cyclopropanamine BrC=1SC=C(N1)[C@H]1[C@@H](C1)NCC1CC1